cyclopentacyclododecen C1C=CC2=C1C=CC=CC=CC=CC=C2